(S)-3-(4-bromophenyl)-3-((tert-butoxycarbonyl)amino)propanoic acid BrC1=CC=C(C=C1)[C@H](CC(=O)O)NC(=O)OC(C)(C)C